methyl(phenyl)((4-(5-(trifluoromethyl)-1,2,4-oxadiazol-3-yl)phenyl)imino)-λ6-sulfanone CS(=O)(=NC1=CC=C(C=C1)C1=NOC(=N1)C(F)(F)F)C1=CC=CC=C1